(S)-3-chloro-N-((1-(5-(3-cyano-6-ethoxypyrazolo[1,5-a]pyridin-4-yl)pyridin-2-yl)pyrrolidin-3-yl)methyl)picolinamide ClC=1C(=NC=CC1)C(=O)NC[C@H]1CN(CC1)C1=NC=C(C=C1)C=1C=2N(C=C(C1)OCC)N=CC2C#N